C(CCCCCCCCC(=O)O)(=O)O dec-anedioic acid